4-amino-2-(((3,3-dibutyl-7-methylsulfanyl-1,1-dioxo-5-phenyl-2,3,4,5-tetrahydrobenzo[b][1,4]thiazepin-8-yl)methyl)amino)-4-oxobutanoic acid NC(CC(C(=O)O)NCC=1C(=CC2=C(S(CC(CN2C2=CC=CC=C2)(CCCC)CCCC)(=O)=O)C1)SC)=O